BrC1=NN(C2=C1N=C(N=C2O)NC(=O)OC)CC2=NC=C(C(=O)OCC)C=C2OC ethyl 6-((3-bromo-7-hydroxy-5-((methoxycarbonyl)amino)-1H-pyrazolo[4,3-d]pyrimidin-1-yl)methyl)-5-methoxynicotinate